BrC(=CC1=CC=CC=C1)Br 2-dibromovinyl-benzene